C(C)OC(=O)OCOP(O)(O)=O ({[(ethoxycarbonyl)oxy]methoxy})phosphonic acid